(S)-α-(7-octenyl)alanine C(CCCCCC=C)[C@@](N)(C)C(=O)O